(R)-1-((R)-1-((S)-2-(((R)-2-imino-5-isobutylimidazolidin-1-yl)methyl)pyrrolidin-1-yl)-3-phenylpropan-2-yl)-4-isopropyl-3-(4-methylpentyl)imidazolidin-2-imine N=C1N([C@@H](CN1)CC(C)C)C[C@H]1N(CCC1)C[C@@H](CC1=CC=CC=C1)N1C(N([C@@H](C1)C(C)C)CCCC(C)C)=N